tert-butyl (E)-(4-(2-((4-(2-(3-methylbenzylidene)hydrazino)-6-morpholinopyrimidin-2-yl)oxy)ethyl)phenyl)carbamate CC=1C=C(\C=N\NC2=NC(=NC(=C2)N2CCOCC2)OCCC2=CC=C(C=C2)NC(OC(C)(C)C)=O)C=CC1